FC1(C(CC(CC1)=O)CN1C=NC2=C1C=C(C=C2)C#N)F ((2,2-difluoro-5-oxocyclohexyl)methyl)-1H-benzo[d]imidazole-6-carbonitrile